FC1(CCN(CC1)C)C1=CC(=C(C=C1)C1=CC(=NN1)NC=1C(=NC=CN1)C#N)OC [[5-[4-(4-fluoro-1-methyl-4-piperidyl)-2-methoxy-phenyl]-1H-pyrazol-3-yl]amino]pyrazine-2-carbonitrile